FC(C(=O)N[C@@H](CC1=CC=C(C=C1)C)OB(O)O)C(=O)NCCC1=CC(=CC=C1)OC ((1R)-1-(2-fluoro-3-((3-methoxyphenylethyl)amino)-3-oxopropionamido)-2-(p-tolyl)ethyl)boric acid